[C@@H]1([C@H](O)[C@@H](O)[C@H](O)[C@H](O1)CO)C1=CC(=C(C=C1)C)CC=1SC(=CC1)C1=CC(=CC=C1)C#N 1-(β-D-glucopyranosyl)-4-methyl-3-[5-(3-cyanophenyl)-2-thienylmethyl]benzene